CC1=CC=C(C=C1)S(=O)(=O)OCCCOCCCC=C 3-(pent-4-en-1-yloxy)propyl 4-methylbenzenesulfonate